C(C1=CC=CC=C1)N1N=NC(=C1)CN(CCN)C1=NC(=CC=C1)C(=O)O N'-[1-benzyl-1,2,3-triazol-4-yl]methyl-N,N'-[6-(carboxy)pyridin-2-yl]-1,2-ethylenediamine